C(C)OC=1C=C(C=2N(C1)N=C1C2C=NN1)C=1C=CC(=NC1)C1C2(CNC2)CCN1C(=O)OC(C)(C)C tert-Butyl 5-(5-(6-ethoxy-1H-pyrazolo[3',4':3,4]pyrazolo[1,5-a]pyridin-4-yl)pyridine-2-yl)-2,6-diazaspiro[3.4]octane-6-carboxylate